1-(((3S)-1-((3-cyano-1-azetidinyl)sulfonyl)-3-piperidinyl)carbonyl)-N-(3-fluoro-4-methoxybenzyl)-D-prolinamide C(#N)C1CN(C1)S(=O)(=O)N1C[C@H](CCC1)C(=O)N1[C@H](CCC1)C(=O)NCC1=CC(=C(C=C1)OC)F